4-(4-Bromo-6-chloro-3-quinolinyl)morpholine BrC1=C(C=NC2=CC=C(C=C12)Cl)N1CCOCC1